L-2-mercaptobenzothiazole SC=1SC2=C(N1)C=CC=C2